N-methyl-2-((2-(methylthio)-5-(trifluoromethyl)pyrimidin-4-yl)amino)benzamide CNC(C1=C(C=CC=C1)NC1=NC(=NC=C1C(F)(F)F)SC)=O